OC(CNC(=O)C=1C(N(N=C(C1)C=1C=NC(=CC1)C(F)(F)F)C=1C=NSC1)=O)(C)C N-(2-Hydroxy-2-methylpropyl)-3-oxo-2-(1,2-thiazol-4-yl)-6-[6-(trifluoromethyl)pyridin-3-yl]-2,3-dihydropyridazine-4-carboxamide